[6-methoxy-7-methyl-2-[(2R,4S)-2-(1-methyl-6-oxo-3-pyridyl)tetrahydropyran-4-yl]pteridin-4-yl] 4-methylbenzene-sulfonate CC1=CC=C(C=C1)S(=O)(=O)OC1=NC(=NC2=NC(=C(N=C12)OC)C)[C@@H]1C[C@@H](OCC1)C1=CN(C(C=C1)=O)C